(R)-1-(3-(6-(piperidin-3-ylamino)pyridin-2-yl)imidazo[1,2-a]pyrazin-6-yl)piperidin-2-one N1C[C@@H](CCC1)NC1=CC=CC(=N1)C1=CN=C2N1C=C(N=C2)N2C(CCCC2)=O